N-(6-((dimethylamino)methyl)-5-(4-hydroxypiperidin-1-yl)pyridin-2-yl)cyclopropanecarboxamide CN(C)CC1=C(C=CC(=N1)NC(=O)C1CC1)N1CCC(CC1)O